[C-]1(C=CC=C1)CC(=O)CC(=O)[O-].[CH-]1C=CC=C1.[V+2].C(C)(=O)[O-].[V+2] vanadium acetate (Vanadoceneacetylacetate)